FC1=C(CC2(C[C@@H]3[C@@H](CN(C3)CC(C3=NC=C(C=C3)O)O)C2)O)C=CC(=C1)F |r| rac-(3aR,5r,6aS)-5-(2,4-difluorobenzyl)-2-(2-hydroxy-2-(5-hydroxypyridin-2-yl)ethyl)octahydrocyclopenta[c]pyrrol-5-ol